(hydroxymethyl)bicyclo[1.1.1]pentan OCC12CC(C1)C2